Putrescin NCCCCN